6-(4-Fluoropiperidin-1-yl)quinoline-4-carboxylic acid tert-butyl ester C(C)(C)(C)OC(=O)C1=CC=NC2=CC=C(C=C12)N1CCC(CC1)F